O1CCC(CC1)C1=NN=CC2=CC=CC=C12 (tetrahydro-2H-pyran-4-yl)phthalazine